N1N=NC(=C1)C(=O)O 1H-1,2,3-triazole-4-formic acid